CN1N=C2C(N=C(C=C2C)C2=CC(=C3C=C(N=NC3=C2)C2C[C@@H](N([C@@H](C2)C)C)C)F)=C1 7-(2,7-Dimethyl-2H-pyrazolo[4,3-b]pyridin-5-yl)-5-fluoro-3-((2S,4R,6R)-1,2,6-trimethylpiperidin-4-yl)cinnoline